CC(C)CCCCC/C=C\CCCC(COC[C@H](COP(=O)(O)OC[C@@H](C(=O)O)N)O)OC 1-(2-methoxy-13-methyl-6Z-tetradecenyl)-sn-glycero-3-phosphoserine